(2R,4R)-2-(methoxymethyl)-4-(p-toluenesulfonyloxy)pyrrolidine-1-carboxylic acid tert-butyl ester C(C)(C)(C)OC(=O)N1[C@H](C[C@H](C1)OS(=O)(=O)C1=CC=C(C)C=C1)COC